C(CCC)C1=C(C(=C(C(=N1)O)C(=O)N1CCN(CC1)CC1=C(C(=CC=C1)Cl)Cl)O)N(C1=CC=CC=C1)CC (6-butyl-5-(ethyl-(phenyl)amino)-2,4-dihydroxypyridin-3-yl)(4-(2,3-dichlorobenzyl)piperazin-1-yl)methanone